tert-butyl 6-phenyl-2,6-diazaspiro[3.3]heptane-2-carboxylate C1(=CC=CC=C1)N1CC2(CN(C2)C(=O)OC(C)(C)C)C1